4'-(5-chloro-2-methoxyphenyl)-4-methyl-2-oxo-2H-[1,2'-bipyridine]-5'-carboxylic acid methyl ester COC(=O)C=1C(=CC(=NC1)N1C(C=C(C=C1)C)=O)C1=C(C=CC(=C1)Cl)OC